C(C)OC(CN)=O ethyl-amino-acetate